N-ethyl-2-(3-methoxynaphthalen-1-yl)-N-methylethan-1-amine fumarate C(\C=C\C(=O)O)(=O)O.C(C)N(CCC1=CC(=CC2=CC=CC=C12)OC)C